CS(=O)(=O)OC1=C(C(=CC=C1)CCl)CCl 1-methylsulfonyloxy-2,3-bis(chloromethyl)benzene